Cl.Cl.C(C1=C(C(=O)OC([2H])([2H])C2=CC=C(C=C2)[C@](C(=O)NC=2C=C3C=CN=C(C3=CC2)[2H])(C([2H])([2H])N)[2H])C=CC(=C1)C([2H])([2H])[2H])([2H])([2H])[2H] (S)-(4-(3-amino-1-((isoquinolin-6-yl-1-d)amino)-1-oxopropan-2-yl-2,3,3-d3) phenyl)methyl-d2 2,4-bis(methyl-d3)benzoate dihydrochloride